N-[(2R)-6-[4-(2-hydroxyethyl)piperazin-1-yl]-2-(hydroxymethyl)-2-methyl-3H-benzofuran-5-yl]pyrazolo[1,5-a]pyrimidine-3-carboxamide OCCN1CCN(CC1)C1=CC2=C(C[C@](O2)(C)CO)C=C1NC(=O)C=1C=NN2C1N=CC=C2